BrC1=C(N=C2N(C1=O)N=C(S2)C)CC 6-bromo-7-ethyl-2-methyl-[1,3,4]thiadiazolo-[3,2-a]pyrimidin-5-one